samarium-zinc [Zn].[Sm]